tert-butyl 3-(chlorosulfonyl)-3,8-diazabicyclo[3.2.1]octane-8-carboxylate ClS(=O)(=O)N1CC2CCC(C1)N2C(=O)OC(C)(C)C